N-(1-(4-fluorocyclohexyl)-2-((4-((S)-2-methoxy-1-((S)-2-oxo-4-(trifluoromethyl)imidazolidin-1-yl)ethyl)pyridin-2-yl)amino)-2-oxoethyl)-4-methyl-1,2,5-oxadiazole-3-carboxamide FC1CCC(CC1)C(C(=O)NC1=NC=CC(=C1)[C@@H](COC)N1C(N[C@@H](C1)C(F)(F)F)=O)NC(=O)C1=NON=C1C